2-methyl-(E)-2-buten-ol C/C(/CO)=C\C